methyl (S)-2-((tert-butoxycarbonyl)amino)-3-(4-((tert-butyldimethylsilyl)oxy)-2,6-dimethylphenyl)propanoate C(C)(C)(C)OC(=O)N[C@H](C(=O)OC)CC1=C(C=C(C=C1C)O[Si](C)(C)C(C)(C)C)C